C1(CCCCC1)C1=CC=C(C=C1)[C@H](CO)NC(=O)NC=1N=C(SC1)C#C (R)-1-(1-(4-cyclohexylphenyl)-2-hydroxyethyl)-3-(2-ethynylthiazol-4-yl)urea